N-(3-(1H-imidazol-1-yl)benzyl)-N-(3-methoxybenzyl)-3-(2-morpholinoethoxy)aniline N1(C=NC=C1)C=1C=C(CN(C2=CC(=CC=C2)OCCN2CCOCC2)CC2=CC(=CC=C2)OC)C=CC1